N[C@H](CC(=O)OC)C1=CC(=CC(=C1)Cl)Cl Methyl (R)-3-amino-3-(3,5-dichlorophenyl)propanoate